C1(CC1)OCC=NS(=O)C(C)(C)C N-(2-cyclopropoxyethylidene)-2-methylpropane-2-sulfinamide